O1C(=NC2=C1C=CC=C2)C2=C(C(N(C(=N2)N(C(C2=CC(=CC=C2)C2=NN=NN2)C2=CC=CC=C2)C)C)=O)OC 6-(1,3-benzoxazol-2-yl)-5-methoxy-3-methyl-2-[methyl({phenyl[3-(1H-1,2,3,4-tetrazol-5-yl)phenyl]methyl})amino]-3,4-dihydropyrimidin-4-one